Cl.N[C@@H](CC1=CC(=C(C(=O)NC)C=C1)F)CNC(=O)[C@H]1[C@@](C1)(C1=CC=CC=C1)C 4-((S)-2-amino-3-((1R,2R)-2-methyl-2-phenylcyclopropane-1-carboxamido)propyl)-2-fluoro-N-methylbenzamide HCl Salt